2,2'-(cyclopentane-1,1-diyl)diacetic acid C1(CCCC1)(CC(=O)O)CC(=O)O